[2-(2,6-dioxopiperidin-3-yl)-4-methoxy-3-oxo-2,3-dihydro-1H-isoindol-5-yl]methyl N-[4-(4,5-difluoro-2-methylphenoxy)-2-fluorophenyl]carbamate FC1=CC(=C(OC2=CC(=C(C=C2)NC(OCC=2C(=C3C(N(CC3=CC2)C2C(NC(CC2)=O)=O)=O)OC)=O)F)C=C1F)C